C(C)O[Si](O[Si](OCC)(OCC)OCC)(OCC)OCC 1,1,1,3,3,3-hexaethoxydisiloxane